carbene-oxygen palladium [Pd].C=O